NC=1N=C(N=C(N1)N)C(CC1OCC2(CO1)COC(OC2)CC(C2=NC(=NC(=N2)N)N)C)C 3,9-bis[2-(3,5-diamino-2,4,6-triazabenzenyl)-2-methylethyl]-2,4,8,10-tetraoxaspiro[5.5]undecane